FC1(CC(C1)NC(=O)C1=CC(=C(N1)C(=O)NC)O[C@@H](C)C1=CC=CC=C1)F (S)-N5-(3,3-difluorocyclobutyl)-N2-methyl-3-(1-phenylethoxy)-1H-pyrrole-2,5-dicarboxamide